4-(6,7-dichloro-3-(3-methoxypropyl)-2,2-dioxido-1,3,4,9-tetrahydro-[1,2,6]thiadiazino[4,3-g]indol-8-yl)butanoic acid ClC=1C=2C(=C(NC2C2=C(C1)CN(S(N2)(=O)=O)CCCOC)CCCC(=O)O)Cl